5-(1-benzyl-1H-pyrazol-4-yl)-1-methyl-4-morpholinopyridin-2(1H)-one C(C1=CC=CC=C1)N1N=CC(=C1)C=1C(=CC(N(C1)C)=O)N1CCOCC1